2-((2-(azidomethyl)-6,7-dichloro-3-(1-(tetrahydro-2H-pyran-2-yl)-1H-pyrazol-4-yl)-1H-indol-4-yl)oxy)acetonitrile N(=[N+]=[N-])CC=1NC2=C(C(=CC(=C2C1C=1C=NN(C1)C1OCCCC1)OCC#N)Cl)Cl